N-((S)-2-((S,Z)-3-((((9H-fluoren-9-yl)methoxy)carbonyl)(methyl)amino)-2-oxo-3,4,7,8-tetrahydroazocin-1(2H)-yl)-3-(4-fluoro-2-methylphenyl)propanoyl)-N-methylglycine C1=CC=CC=2C3=CC=CC=C3C(C12)COC(=O)N([C@@H]1C(N(CC\C=C/C1)[C@H](C(=O)N(CC(=O)O)C)CC1=C(C=C(C=C1)F)C)=O)C